1-(4-((tert-butoxycarbonyl)amino)butyl)-2-(ethoxymethyl)-1H-imidazo[4,5-d]thieno[3,2-b]pyridine-5-oxide C(C)(C)(C)OC(=O)NCCCCN1C(=NC=2C1=C1C(=[N+](C2)[O-])C=CS1)COCC